C(C)(C)(C)OC(=O)N1CCC(CC1)C=1N=NC2=CC(=CC(=C2C1)F)Cl.FC1=C(C=CC(=C1)I)NS(=O)=O.[Na] sodium N-(2-fluoro-4-iodophenyl)sulfonamide tert-Butyl-4-(7-chloro-5-fluorocinnolin-3-yl)piperidine-1-carboxylate